CN1N=C(C=C1OC(C1=C(C=C(C=C1)C(F)(F)F)S(=O)(=O)C)=O)C 2-methanesulfonyl-4-trifluoromethyl-benzoic acid (1,3-dimethylpyrazole-5-yl) ester